6-(2,3-dichlorophenyl)-5-methylpyrazine-2-carboxamide ClC1=C(C=CC=C1Cl)C1=C(N=CC(=N1)C(=O)N)C